C(C)(C)OC(=O)C=1C(=C(N2C=C(C=C2C1)C=1SC=CN1)C(C)N1CCOCC1)C 6-methyl-5-(1-morpholinoethyl)-2-(thiazol-2-yl)indolizine-7-carboxylic acid isopropyl ester